CCCCC/C=C\\C/C=C\\C/C=C\\CCCCC(=O)CC(=O)SCCNC(=O)CCNC(=O)[C@@H](C(C)(C)COP(=O)(O)OP(=O)(O)OC[C@@H]1[C@H]([C@H]([C@@H](O1)N2C=NC3=C(N=CN=C32)N)O)OP(=O)(O)O)O The molecule is an unsaturated fatty acyl-CoA that results from the formal condensation of the thiol group of coenzyme A with the carboxy group of (8Z,11Z,14Z)-3-oxoicosa-8,11,14-trienoic acid. It is a long-chain fatty acyl-CoA, an unsaturated fatty acyl-CoA and a 3-oxo-fatty acyl-CoA. It is a conjugate acid of an (8Z,11Z,14Z)-3-oxoicosa-8,11,14-trienoyl-CoA(4-).